C(C=C)N(CC(=O)O)CCCCC ALLYL-AMYL-glycine